ClC1=C(C=CC(=C1)OC)C=1C=CC=C2C=NC(=NC12)NC 8-(2-chloro-4-methoxyphenyl)-N-methylquinazolin-2-amine